O1CCC(CC1)NC1=CC2=C(C=N1)C=C(N2)C2=NC(=NC=C2)CCC(F)(F)F N-Tetrahydropyran-4-yl-2-[2-(3,3,3-trifluoropropyl)pyrimidin-4-yl]-1H-pyrrolo[3,2-c]pyridin-6-amine